CNC(=S)OCC methyl-thiourethane